C1=CC=C(C=2OC3=C(C21)C=CC=C3)C3=CC=C(C=C3)C3=CC=C(C=C3)N(C=3C2=CC=CC=C2C=2C=CC=CC2C3)C3=CC=C(C=C3)C3=CC2=CC=CC=C2C=C3 {4'-(dibenzofuran-4-yl)-[1,1'-biphenyl]-4-yl}-4-(naphthalen-2-yl)phenyl-phenanthren-9-yl-amine